N-Benzyl-3-oxobutanamide CC(=O)CC(=O)NCC1=CC=CC=C1